BrC=1C=C2C=CC(N(C2=CC1)CC1=CC=C(C=C1)OC)=O 6-bromo-1-(4-methoxybenzyl)-quinolin-2-one